1-(2-(piperazin-1-yl)ethyl)-7-(1,3,5-trimethyl-1H-pyrazol-4-yl)-1H-indole-2-carboxylate N1(CCNCC1)CCN1C(=CC2=CC=CC(=C12)C=1C(=NN(C1C)C)C)C(=O)[O-]